ClC1=C(C=CC(=C1)Cl)NC(=O)C1=NC(=NO1)C1=CC=C(C=C1)Cl N-(2,4-dichlorophenyl)-3-(p-chlorophenyl)-1,2,4-oxadiazole-5-carboxamide